OC1=C(C=C(C=C1)C=C(C(=O)OCC)C(=O)OCC)OC diethyl [(4-hydroxy-3-methoxyphenyl)methylidene]propanedioate